2-isocyanatotricyclo[6.2.0.03,6]deca-1,3(6),7-triene N(=C=O)C1=C2CCC2=CC=2CCC12